CC1(N(CCN(C1)C(C)C(NC1=NC=C(C=C1)OC=1C=NC=CC1)=O)C(=O)OC(C)(C)C)C tert-butyl 2,2-dimethyl-4-(1-{[5-(pyridin-3-yloxy)pyridin-2-yl]carbamoyl}ethyl)piperazine-1-carboxylate